CS(=O)(=O)C1=NC=C(C=N1)C(C(=O)O)CCC#C (2-(methylsulfonyl)pyrimidin-5-yl)hex-5-ynoic acid